N-(2-(5-methoxy-2-methyl-1-(pyridin-2-yl)indol-3-yl)ethyl)acetamide COC=1C=C2C(=C(N(C2=CC1)C1=NC=CC=C1)C)CCNC(C)=O